C(C(C)C)C1=CC(=NC=C1C)C1=CC=CC=C1 4-isobutyl-5-methyl-2-phenylpyridine